C1C(CC12CCC2)NC(N)=O 3-spiro[3.3]hept-2-yl-urea